2,6-dibenzyloxy-3-[3-[4-(2,2-dimethoxyethyl)-1-piperidinyl]-2-fluorophenyl]pyridine C(C1=CC=CC=C1)OC1=NC(=CC=C1C1=C(C(=CC=C1)N1CCC(CC1)CC(OC)OC)F)OCC1=CC=CC=C1